nona-3,6-dien-1-ol C(CC=CCC=CCC)O